FC=1C=C(C=CC1F)/C=C/C(=O)C1=CC=C(OCCCC(=O)O)C=C1 4-[4-[(E)-3-(3,4-Difluorophenyl)prop-2-enoyl]phenoxy]butanoic acid